C(C1=CC=CC=C1)OC(=O)N1CCN(C2=CC=CC(=C12)C)C1=CC2=C(N=C(N=C2)NCC2=C(C=C(C=C2)OC)OC)N(C1=O)C=1C=NC(=CC1)OCCN(C)C 4-[2-[(2,4-dimethoxyphenyl)methylamino]-8-[6-[2-(dimethylamino)ethoxy]-3-pyridinyl]-7-oxo-pyrido[2,3-d]pyrimidin-6-yl]-8-methyl-2,3-dihydroquinoxaline-1-carboxylic acid benzyl ester